FC(F)(F)N1C=NCC=C1 (trifluoromethyl)-1,4-dihydropyrimidine